2-cyanoethyl (2-morpholinoethyl) diisopropylphosphoramidite C(C)(C)N(P(OCCC#N)OCCN1CCOCC1)C(C)C